(9Z,12Z)-1-(5-methoxy-3-(1-(methyl-d3)piperidin-4-yl)-1H-indol-1-yl)octadeca-9,12-dien-1-one COC=1C=C2C(=CN(C2=CC1)C(CCCCCCC\C=C/C\C=C/CCCCC)=O)C1CCN(CC1)C([2H])([2H])[2H]